C(C)(C)(C)NS(=O)(=O)C=1SC(=C(C1C1=CC=C(C=C1)CN1C(=NC=C1)C(C)(C)O)F)CC(C)C N-(tert-butyl)-4-fluoro-3-(4-((2-(2-hydroxyprop-2-yl)-1H-imidazol-1-yl)methyl)phenyl)-5-isobutylthiophene-2-sulfonamide